5-chloro-1'-(2-{[2-(3-hydroxy-3-methylcyclobutyl)pyrimidin-5-yl]oxy}ethyl)-1,2-dihydrospiro[indole-3,4'-piperidin]-2-one ClC=1C=C2C(=CC1)NC(C21CCN(CC1)CCOC=1C=NC(=NC1)C1CC(C1)(C)O)=O